ClC1=CC=C(C=C1)C1=N[C@H](C=2N(C3=C1C(=C(S3)C)C)C(=NN2)C)[C@@H](C(=O)OC)CC |r| (±)-methyl (S)-2-((S)-4-(4-chlorophenyl)-2,3,9-trimethyl-6H-thieno[3,2-f][1,2,4]triazolo[4,3-a][1,4]diazepin-6-yl)butanoate